NCCCNCCCCN N-(3-Aminopropyl)-1,4-diaminobutane